2-diazo-ethanone [N+](=[N-])=CC=O